4-(6-(7-(aminomethyl)-7-(4-methyl-2,3-dihydrothiazol-2-yl)-3-azabicyclo[4.1.0]heptan-3-yl)-4,7-dihydro-1H-pyrazolo[3,4-b]pyrazin-3-yl)naphthalene-1-sulfonyl fluoride NCC1(C2CCN(CC12)C1=CNC2=C(N1)NN=C2C2=CC=C(C1=CC=CC=C21)S(=O)(=O)F)C2SC=C(N2)C